FC=1C=NC=CC1NC1=NC(=CC2=C1N(C=N2)C(C)C)C2=CC=C1C(=C2)N(C(C12CCNCC2)=O)C2CC(C2)N2CCCCC2 6-{4-[(3-fluoropyridin-4-yl)amino]-3-isopropylimidazo[4,5-c]pyridin-6-yl}-1-[(1s,3s)-3-(piperidin-1-yl)cyclobutyl]spiro[indole-3,4'-piperidin]-2-one